C(C)(C)(C)OC(C1=CC(=CC(=C1)C(C)(C)F)Br)=O 3-bromo-5-(2-fluoropropan-2-yl)benzoic acid tert-butyl ester